ClC=1C(=NC(=NC1)NC=1C(=NC(=CC1)N1CCN(CC1)C)OC)NC1=C(C=CC=C1)P(C)C (2-((5-chloro-2-((2-methoxy-6-(4-methylpiperazin-1-yl)pyridin-3-yl)amino)pyrimidin-4-yl)amino)phenyl)dimethylphosphine